6-chloro-7-(1-((1,5-dimethyl-1H-pyrazol-4-yl)sulfonyl)-1,2,3,6-tetrahydropyridin-4-yl)-4-methyl-3,4-dihydro-2H-benzo[b][1,4]oxazine ClC1=CC2=C(OCCN2C)C=C1C=1CCN(CC1)S(=O)(=O)C=1C=NN(C1C)C